C(C)(C)(C)NS(=O)(=O)C=1C=C(C=CC1B1OC(C(O1)(C)C)(C)C)NC(=O)NCC1=NC=CC=C1 1-(3-(tert-butylsulfamoyl)-4-(4,4,5,5-tetramethyl-1,3,2-dioxaborolan-2-yl)phenyl)-3-(2-pyridylmethyl)urea